ethyl 2-(3-(3-(cyclopentylethynyl)-4-fluorophenyl)-5-(cyclopropylmethyl)-4-(3-sulfamoylbenzyl)-1H-pyrazol-1-yl)thiazole-4-carboxylate C1(CCCC1)C#CC=1C=C(C=CC1F)C1=NN(C(=C1CC1=CC(=CC=C1)S(N)(=O)=O)CC1CC1)C=1SC=C(N1)C(=O)OCC